C(C)C1=C2C(CCOC2=CC(=C1)O[C@H](C1=CC=C(C#N)C=C1)C1=CC=NC=C1)=O (R,S)-4-(((5-Ethyl-4-oxochroman-7-yl)oxy)(pyridin-4-yl)methyl)benzonitrile